BrC1=NN(C(=C1)C(=O)OCC)C1=NC=CC=C1N ethyl 3-bromo-1-(3-amino-2-pyridyl)-1H-pyrazole-5-carboxylate